O1C(=CC=C1)C1=NN2C(N=C(N=C2N)N2CC(CCC2)CN2CCN(CC2)C2=C(C=C(C=C2)C(F)(F)F)[N+](=O)[O-])=N1 2-(furan-2-yl)-5-(3-((4-(2-nitro-4-(trifluoromethyl)phenyl)piperazin-1-yl)methyl)piperidine-1-yl)-[1,2,4]triazolo[1,5-a][1,3,5]triazine-7-amine